6-(6-(4-(4-(cyclopropylmethyl)piperazin-1-yl)phenyl)-1,4-dimethyl-1H-imidazo[4,5-c]pyridin-2-yl)-8-methoxy-[1,2,4]triazolo[1,5-a]pyridine C1(CC1)CN1CCN(CC1)C1=CC=C(C=C1)C1=CC2=C(C(=N1)C)N=C(N2C)C=2C=C(C=1N(C2)N=CN1)OC